C(C)(C)OC(=O)C=1C(=NC=NC1)C=1C=NC(=C(C1)C(=O)OC)NC 4-(5-(methoxycarbonyl)-6-(methylamino)pyridin-3-yl)pyrimidine-5-carboxylic acid isopropyl ester